4-CYANO-2-FORMYLBENZOIC ACID C(#N)C1=CC(=C(C(=O)O)C=C1)C=O